2-[2-(2-T-BOC-aminoethoxy)ethoxy]ethanol CC(C)(C)OC(=O)NCCOCCOCCO